ClC1=CC=C(C=C1)C1=CC=C(S1)CC(=O)NCCN(C)C 2-(5-(4-Chlorophenyl)thiophen-2-yl)-N-(2-(dimethylamino)ethyl)acetamid